2-(2-(4-(2-(4-((1R,2S)-6-(Benzyloxy)-2-phenyl-1,2,3,4-tetrahydronaphthalen-1-yl)phenoxy)ethyl)piperazin-1-yl)ethoxy)acetic acid C(C1=CC=CC=C1)OC=1C=C2CC[C@@H]([C@@H](C2=CC1)C1=CC=C(OCCN2CCN(CC2)CCOCC(=O)O)C=C1)C1=CC=CC=C1